8-(4-cyano-2-fluorophenyl)-N-methyl-6,9-dioxo-5-(4-(3-(trifluoromethyl)-3H-diazirin-3-yl)benzyl)-2,5,8-triazaspiro[3.5]nonane-2-carboxamide C(#N)C1=CC(=C(C=C1)N1CC(N(C2(CN(C2)C(=O)NC)C1=O)CC1=CC=C(C=C1)C1(N=N1)C(F)(F)F)=O)F